(3R)-Ethyl 3-(3-((3-(1H-pyrazol-1-yl)piperidin-1-yl)methyl)-4-methylphenyl)-3-(1,4-dimethyl-1H-benzo[d][1,2,3]triazol-5-yl)propanoate N1(N=CC=C1)C1CN(CCC1)CC=1C=C(C=CC1C)[C@@H](CC(=O)OCC)C1=C(C2=C(N(N=N2)C)C=C1)C